(4-amino-4-methylpiperidin-1-yl)(cyclopropyl)ketone hydrochloride Cl.NC1(CCN(CC1)C1(CC1)C(=O)C1(CC1)N1CCC(CC1)(N)C)C